(S)-4-(1-(4-(3-(Dimethylamino)-piperidin-1-yl)-2-fluorophenyl)-2-methyl-1H-imidazol-4-yl)-N-(1-(methyl-sulfonyl)piperidin-4-yl)-5-(trifluoro-methyl)pyrimidin-2-amine CN([C@@H]1CN(CCC1)C1=CC(=C(C=C1)N1C(=NC(=C1)C1=NC(=NC=C1C(F)(F)F)NC1CCN(CC1)S(=O)(=O)C)C)F)C